Octafluorodecane FC(C(C(C(F)(F)F)(F)F)(F)F)CCCCCC